N-((3-((4-amino-6-chloro-pyrazolo[3,4-d]pyrimidin-1-yl)methyl)phenyl)methyl)-N-(3-(hydroxymethyl)phenyl)carbamic acid tert-butyl ester C(C)(C)(C)OC(N(C1=CC(=CC=C1)CO)CC1=CC(=CC=C1)CN1N=CC=2C1=NC(=NC2N)Cl)=O